BrC(CO)CO 2-bromo-1,3-propanediol